C1(CCC1)CCC1=NC(=NO1)NCC1=C(N=NN1C)C1=CC=C(C(=N1)C)OC1CC(CC1)CC(=O)O (±)-2-(3-((6-(5-(((5-(2-cyclobutylethyl)-1,2,4-oxadiazol-3-yl)amino)methyl)-1-methyl-1H-1,2,3-triazol-4-yl)-2-methylpyridin-3-yl)oxy)cyclopentyl)acetic acid